bromo-5-(bromomethyl)thiazol BrC=1SC(=CN1)CBr